PENTANDIAMIN C(CCCC)(N)N